2-(3-(4-methyl-5-(1-oxo-3-(trifluoromethyl)isoindol-5-yl)thiazol-2-yl)ureido)propionamide methyl-3,5-difluoro-8-oxo-5,6,7,8-tetrahydroquinoline-5-carboxylate COC(=O)C1(C=2C=C(C=NC2C(CC1)=O)F)F.CC=1N=C(SC1C=1C=C2C(=NC(C2=CC1)=O)C(F)(F)F)NC(NC(C(=O)N)C)=O